4-((8-methyl-2,3-dihydro-1H-pyrido[2,3-b][1,4]oxazin-7-yl)amino)-N-(4-(1-methylpiperidin-3-yl)phenyl)-2-oxo-1,2-dihydropyridine-3-carboxamide CC1=C(C=NC=2OCCNC21)NC2=C(C(NC=C2)=O)C(=O)NC2=CC=C(C=C2)C2CN(CCC2)C